CSC[C@@H]1[C@@H]([C@H]([C@H](O1)O[C@@H]2[C@H](O[C@@H]([C@H]([C@H]2O)O)OC[C@@H]3[C@H]([C@@H]([C@@H](O3)O[C@H]4[C@@H]([C@H](O[C@@H]4O[C@@H]5[C@H](O[C@@H]([C@H]5O)OC[C@@H]6[C@H]([C@@H](C(O6)O)O)O)CO[C@@H]7[C@H]([C@@H]([C@H](O7)CO)O)O[C@H]8[C@H]([C@@H]([C@H](O8)CO)O)O)CO)O)O)O)CO)O)O The molecule is a branched octasaccharide derivative comprising one 5-deoxy-5-(methylsulfanyl)xylofuranose, one mannopyranose and six D-arabinofuranose units, in an assembly consisting of two of the arabinose residues linked alpha(1->5), with 5-deoxy-5-(methylsulfanyl)-beta-xylofuranosyl-(1->4)-alpha-mannosyl-(1->5)-beta-arabinosyl-(1->2)-alpha-arabinosyl and beta-arabinosyl-(1->2)-alpha-arabinosyl units linked to respectively the 3- and 5-positions of the arabinose residue distal from the reducing-end residue.